FC(C(=O)O)(F)F.COCCOC=1C=CC(=NC1)NC(=O)C1CNC1 N-[5-(2-methoxyethoxy)pyridin-2-yl]azetidine-3-carboxamide trifluoroacetate